1-[(4-Fluorophenyl)methyl]-3-[3-isopropoxy-5-(trifluoromethyl)anilino]pyrrolidin-2-one FC1=CC=C(C=C1)CN1C(C(CC1)NC1=CC(=CC(=C1)C(F)(F)F)OC(C)C)=O